Cl.FC[C@H](C)N (2S)-1-fluoropropane-2-amine hydrochloride